methoxy-1-methyl-1-(4-methylphenyl)-urea CONC(N(C1=CC=C(C=C1)C)C)=O